BrC1=CC=C2C=3C(=NC=NC13)NC2=O 8-bromopyrrolo[2,3,4-de]quinazolin-5(4H)-one